ethyl 3-(5-chloro-N-(2-chloro-3-fluorophenyl)-7-fluoro-1H-benzo[d]imidazole-2-carboxamido)-2,2-difluoropropanoate ClC1=CC2=C(NC(=N2)C(=O)N(C2=C(C(=CC=C2)F)Cl)CC(C(=O)OCC)(F)F)C(=C1)F